NC1=NC=C(C(=N1)OCC=1N=C2N(C=C(C=C2N2C(N(C(C2)=O)C)=O)C2CC2)C1)C(=O)OCC ethyl 2-amino-4-((6-cyclopropyl-8-(3-methyl-2,4-dioxoimidazolidin-1-yl)imidazo[1,2-a]pyridin-2-yl)methoxy)pyrimidine-5-carboxylate